(2R,3S)-5,7-dihydroxy-2-(3,4,5-trihydroxyphenyl)chroman-3-yl 3,4-difluorobenzoate FC=1C=C(C(=O)O[C@@H]2[C@H](OC3=CC(=CC(=C3C2)O)O)C2=CC(=C(C(=C2)O)O)O)C=CC1F